ClC=1C(=NC(=NC1)NC1=C(C=C(C=C1)N1CCC(CC1)N1CCN(CC1)C)OC)NC1=C(C=CC=C1)I 5-chloro-N4-(2-iodophenyl)-N2-(2-methoxy-4-(4-(4-methylpiperazin-1-yl)piperidin-1-yl)phenyl)pyrimidine-2,4-diamine